C(C=C)[C@@H]1C2CC[C@@H](CN1)N2CC2=CC=CC=C2 (7R,2R,5S)-2-allyl-8-benzyl-3,8-diazabicyclo[3.2.1]octane